(S)-N-(2-Chloro-6-fluorophenyl)-5-fluoro-4-(1-methyl-5-(trifluoromethyl)-1H-1,2,4-triazol-3-yl)-2-((1,1,1-trifluoropropan-2-yl)oxy)benzamide ClC1=C(C(=CC=C1)F)NC(C1=C(C=C(C(=C1)F)C1=NN(C(=N1)C(F)(F)F)C)O[C@H](C(F)(F)F)C)=O